C(C)(C)(C)OC(=O)N1CC2=CC=C(C=C2C1)NC(C1=CC=C(C=C1)Br)=O 5-(4-bromo-benzoylamino)-1,3-dihydro-isoindole-2-carboxylic acid tert-butyl ester